N,N'-(1,2-phenylene)dimaleimide C1(=C(C=CC=C1)N1C(C=CC1=O)=O)N1C(C=CC1=O)=O